(2S,4R)-N-(6-bromo-3-cyclopropylpyridin-2-yl)-4-((dimethylamino)methyl)-4-fluoropyrrolidine-2-carboxamide BrC1=CC=C(C(=N1)NC(=O)[C@H]1NC[C@@](C1)(F)CN(C)C)C1CC1